(R)-N-(1-(5-cyanopyridin-2-yl)ethyl)-2-(6-fluoro-5-methyl-2,4-dioxo-1,4-dihydroquinazolin-3(2H)-yl)acetamide C(#N)C=1C=CC(=NC1)[C@@H](C)NC(CN1C(NC2=CC=C(C(=C2C1=O)C)F)=O)=O